dioctyl trisulfide C(CCCCCCC)SSSCCCCCCCC